C1(=CC=CC=C1)C=1N=C(SC1)N[C@@H](CC1=CC=C(C=C1)NS(O)(=O)=O)C=1N=C(SC1)C1=CC=CC=C1 (S)-4-[2-(4-phenylthiazol-2-ylamino)-2-(2-phenylthiazol-4-yl)ethyl]Phenyl-sulfamic acid